C(#N)C(C#N)=C1CC(C2=CC=CC=C12)=O dicyanomethylene-3-indanone